CC1([C@H]2CC=C([C@@H]1C2)CC=2OC(=CC2)C)C 2-(((1R,5S)-6,6-dimethylbicyclo[3.1.1]hept-2-en-2-yl)methyl)-5-methylfuran